1-[(1S,4S)-5-[4-[[4-chloro-5-(cyclopropylmethoxy)-2-pyridyl]amino]pyrido[3,2-d]pyrimidin-6-yl]-2,5-diazabicyclo[2.2.1]heptan-2-yl]prop-2-en-1-one ClC1=CC(=NC=C1OCC1CC1)NC=1C2=C(N=CN1)C=CC(=N2)N2[C@@H]1CN([C@H](C2)C1)C(C=C)=O